C(C#C)OCCN 2-(prop-2-yn-1-yloxy)ethane-1-amine